[(5-chlorothien-2-yl)methyl]adenosine ClC1=CC=C(S1)C[C@@]1([C@H](O)[C@H](O)[C@@H](CO)O1)N1C=NC=2C(N)=NC=NC12